1-((1S,4S)-5-(4-((5-chloro-6-phenoxypyridin-3-yl)amino)pyrido[3,2-d]pyrimidin-6-yl)-2,5-diazabicyclo[2.2.1]heptan-2-yl)prop-2-en-1-one ClC=1C=C(C=NC1OC1=CC=CC=C1)NC=1C2=C(N=CN1)C=CC(=N2)N2[C@@H]1CN([C@H](C2)C1)C(C=C)=O